BrC=1C=C(C(=C(N)C1)C)F 5-bromo-3-fluoro-2-methylaniline